C1(CCCCC1)CCNC(=O)C1NCC(C1)NCC1=CC=C(C=C1)OC N-(2-cyclohexylethyl)-4-{[(4-methoxyphenyl)methyl]Amino}pyrrolidine-2-carboxamide